CC(C)(C)OC(=O)N1[C@@H]2CC[C@H]1CC(C2)O tert-Butyl 3-exo-hydroxy-8-azabicyclo[3.2.1]octane-8-carboxylate